(E)-N'-cyano-N-((1,2,3,5,6,7-hexahydro-s-indacen-4-yl)carbamoyl)-2-((S)-2-methylpyrrolidin-2-yl)ethene-1-sulfonimidamide hydrochloride Cl.C(#N)N=S(=O)(NC(NC1=C2CCCC2=CC=2CCCC12)=O)\C=C\[C@]1(NCCC1)C